ClC=1C2=CN(N=C2C(=C(C1)C1=CC=C(C=C1)OCCN1CCC2(CC(C2)O)CC1)Cl)C(C(=O)NC=1SC=CN1)C1=C2N(C=N1)C[C@@H](C2)F (4,7-dichloro-6-(4-(2-(2-hydroxy-7-azaspiro[3.5]nonan-7-yl)ethoxy)phenyl)-2H-indazol-2-yl)-2-((R)-6-fluoro-6,7-dihydro-5H-pyrrolo[1,2-c]imidazol-1-yl)-N-(thiazol-2-yl)acetamide